CC(C)(C)OC(=O)NCC1=CC(=CC=C1)C(=O)O 3-(N-Boc-aminomethyl)benzoic acid